N[C@](C(=O)OC(C)C)(CC(C)(C)C)C1=CC=C(C=C1)Br isopropyl (R)-2-amino-2-(4-bromophenyl)-4,4-dimethylvalerate